1-(6-(((1S,3S)-3-((5-(Difluoromethoxy)pyrazin-2-yl)amino)cyclopentyl)amino)pyridin-3-yl)-3-methyl-1,3-dihydro-2H-benzo[d]imidazol-2-one FC(OC=1N=CC(=NC1)N[C@@H]1C[C@H](CC1)NC1=CC=C(C=N1)N1C(N(C2=C1C=CC=C2)C)=O)F